(S)-3-((diethyl(oxo)-λ6-sulfaneylidene)amino)-5-(trifluoromethyl)-N-(1-(1-(5-(trifluoromethyl)pyridin-2-yl)-1H-1,2,4-triazol-5-yl)ethyl)benzamide C(C)S(=O)(CC)=NC=1C=C(C(=O)N[C@@H](C)C2=NC=NN2C2=NC=C(C=C2)C(F)(F)F)C=C(C1)C(F)(F)F